[Na].[Na].OC=1C(=C2C=CC(=CC2=CC1)S(=O)(=O)O)N=NC1=C(C=C(C(=C1)C)S(=O)(=O)O)OC 6-hydroxy-5-[(2-methoxy-5-methyl-4-sulfophenyl)diazenyl]naphthalene-2-sulfonic acid disodium